CS(=O)(=O)OC1(CN(C1)C(C1=CC=CC=C1)C1=CC=CC=C1)C 1-benzhydryl-3-methyl-azetidin-3-yl methanesulfonate